2-[4-[4-[[3-[4-(difluoromethoxy)phenyl]imidazo[1,2-a]pyrazin-8-yl]amino]-2-methylbenzoyl]piperazin-1-yl]-N-ethylacetamide FC(OC1=CC=C(C=C1)C1=CN=C2N1C=CN=C2NC2=CC(=C(C(=O)N1CCN(CC1)CC(=O)NCC)C=C2)C)F